CC1(CCN(CC1)C=1OC2=C(C=C(C=C2C(C1)=O)C)C(C)NC1=C(C(=O)O)C=CC(=C1)F)C 2-((1-(2-(4,4-dimethylpiperidin-1-yl)-6-methyl-4-oxo-4H-chromen-8-yl)ethyl)amino)-4-fluorobenzoic acid